COC1=CC=C(C(=N1)CCO)CCO 2,2'-(6-Methoxypyridine-2,3-diyl)bis(ethane-1-ol)